(1S,5S)-N-(4-(3-(2-fluorophenyl)-1-methyl-1H-pyrazol-4-yl)-7-methoxyquinazolin-6-yl)-3-methyl-3-azabicyclo[3.1.0]hexane-1-carboxamide FC1=C(C=CC=C1)C1=NN(C=C1C1=NC=NC2=CC(=C(C=C12)NC(=O)[C@@]12CN(C[C@H]2C1)C)OC)C